(R)-3-(aminomethyl)pyrrolidine-1-carboxylic acid tert-butyl ester hydrochloride Cl.C(C)(C)(C)OC(=O)N1C[C@H](CC1)CN